CSC(C(=O)N1C(CCCC1)C=1NC(=CN1)C1=CC(=CC=C1)C(F)(F)F)C 2-(Methylsulfanyl)-1-(2-(5-(3-(trifluoromethyl)phenyl)-1H-imidazol-2-yl)piperidin-1-yl)propan-1-one